6-[4-[3-tert-Butyl-5-(3-ethoxyphenyl)benzoyl]piperazin-1-yl]-N-[4-(2-phenylsulfanylethylamino)-3-(trifluoromethyl)phenyl]sulfonylpyridazine-3-carboxamide C(C)(C)(C)C=1C=C(C(=O)N2CCN(CC2)C2=CC=C(N=N2)C(=O)NS(=O)(=O)C2=CC(=C(C=C2)NCCSC2=CC=CC=C2)C(F)(F)F)C=C(C1)C1=CC(=CC=C1)OCC